N1(CCCC1)C(CCC1=CC=C(OC=2SC3=C(N2)C=CC=C3)C=C1)C 2-{4-[3-(pyrrolidin-1-yl)butyl]phenoxy}-1,3-benzothiazole